2,6-dimethoxy-1,4-phenylene ether COC1=C2C(=CC(=C1)O2)OC